O=C1NC(CCC1N1C(C2=CC=C(C=C2C1=O)CN1CCN(CC1)C=1C2=C(N=C(N1)N1CCCCC1)CCS2)=O)=O 2-(2,6-dioxopiperidin-3-yl)-5-((4-(2-(piperidin-1-yl)-6,7-dihydrothieno[3,2-d]pyrimidin-4-yl)piperazin-1-yl)methyl)isoindoline-1,3-dione